2-((1,1,1-trifluoro-2-methylpropan-2-yl)oxy)propanal FC(C(C)(C)OC(C=O)C)(F)F